Trisiloxane [SiH3]O[SiH2]O[SiH3]